(R)-7-chloro-1-((tetrahydrofuran-3-yl)amino)-2,6-naphthyridine-3-carbonitrile ClC1=NC=C2C=C(N=C(C2=C1)N[C@H]1COCC1)C#N